S1C=CC2=C1C1=C(C=C2)SC=C1 dithienobenzol